1-(4-methoxyphenyl)-3-(3,5-dimethoxystyryl)-5-(3,5-dimethoxyphenyl)-pyrazoline COC1=CC=C(C=C1)N1NC(=CC1C1=CC(=CC(=C1)OC)OC)C=CC1=CC(=CC(=C1)OC)OC